5-bromo-[1,2,3]oxadiazolo[4,5-f]quinoline BrC=1C=C2C(=C3C=CC=NC13)N=NO2